FC1=CC=C(C=C1)N1[Se]C2=C(C1=O)C=CC=C2 2-(4-fluorophenyl)[1,2]benzisoselenazol-3(2H)-one